3-(3-bromo-6-chloro-9-tosyl-9H-carbazol-1-yl)propan-1-amine BrC=1C=C(C=2N(C3=CC=C(C=C3C2C1)Cl)S(=O)(=O)C1=CC=C(C)C=C1)CCCN